CC1(N(CC1)CC(=O)NC=1C=C(C(=NC1)C)NC(=O)C=1C=NN2C1SC(=C2)C=2C(=NN(C2)C)OC)C N-(5-(2-(2,2-dimethylazetidin-1-yl)acetamido)-2-methylpyridin-3-yl)-2-(3-methoxy-1-methyl-1H-pyrazol-4-yl)pyrazolo[5,1-b]thiazole-7-carboxamide